4-(bromomethyl)-2-fluoro-1-(trifluoromethyl)benzene BrCC1=CC(=C(C=C1)C(F)(F)F)F